FC=1C(=C(C=O)C=C(C1)C1NCN(C1=O)C1=CC(=CC=C1)N1CCCC1)O 3-fluoro-2-hydroxy-5-(5-oxo-1-(3-(pyrrolidin-1-yl)phenyl)imidazolidin-4-yl)benzaldehyde